3-(7-((1-(3-Isopropoxybenzoyl)piperidin-4-yl)oxy)-1-methyl-1H-indazol-3-yl)-piperidine-2,6-dione C(C)(C)OC=1C=C(C(=O)N2CCC(CC2)OC=2C=CC=C3C(=NN(C23)C)C2C(NC(CC2)=O)=O)C=CC1